5-(prop-1-yn-1-yl)picolinic acid C(#CC)C=1C=CC(=NC1)C(=O)O